CCC(C)C isopentane